OB1OCC2=C1C(=CC(=C2)NC2=NC=C(C(=N2)N[C@@H]2COCC[C@H]2C#N)C)C(F)(F)F (trans)-3-[[2-[[1-hydroxy-7-(trifluoromethyl)-3H-2,1-benzoxaborol-5-yl]amino]-5-methyl-pyrimidin-4-yl]amino]tetrahydropyran-4-carbonitrile